FC1=C(C=CC=C1F)[C@H](CC1=NC(=NC(=N1)N[C@@H](CO)CC(C)C)NS(=O)(=O)C)C |o1:8| N-(4-((S*)-2-(2,3-Difluorophenyl)propyl)-6-(((R)-1-hydroxy-4-methylpentan-2-yl)amino)-1,3,5-triazin-2-yl)methanesulfonamide